4-(2-methoxy-4-nitrophenyl)-1,2,2-trimethylpiperazine COC1=C(C=CC(=C1)[N+](=O)[O-])N1CC(N(CC1)C)(C)C